5-(1-(3-(4-(4-amino-3-(4-phenoxyphenyl)-1H-pyrazolo[3,4-d]pyrimidin-1-yl)-[1,4'-bipiperidin]-1'-yl)propyl)piperidin-4-yl)-2-(2,6-dioxopiperidin-3-yl)isoindoline-1,3-dione NC1=C2C(=NC=N1)N(N=C2C2=CC=C(C=C2)OC2=CC=CC=C2)C2CCN(CC2)C2CCN(CC2)CCCN2CCC(CC2)C=2C=C1C(N(C(C1=CC2)=O)C2C(NC(CC2)=O)=O)=O